Cl.Cl.N1N=CC2=C(C=CC=C12)C[C@@H](C)N (R)-1-(1H-indazol-4-yl)propan-2-amine dihydrochloride